C(C)OC(=O)OCOC(=O)C=1SC=CC1OCC 3-ethoxy-thiophene-2-carboxylic acid ethoxycarbonyloxymethyl ester